(3R)-4-amino-3-methyl-N-((1S,2S)-2-(trifluoromethyl)cyclopropyl)-N-((5-(trifluoromethyl)-2-pyridinyl)methyl)-1,3-dihydrofuro[3,4-c]quinoline-8-carboxamide NC1=NC=2C=CC(=CC2C2=C1[C@H](OC2)C)C(=O)N(CC2=NC=C(C=C2)C(F)(F)F)[C@@H]2[C@H](C2)C(F)(F)F